2-((4-methylphenyl)sulfonamido)-N-(thiazol-2-yl)-4-(trifluoromethyl)benzamide CC1=CC=C(C=C1)S(=O)(=O)NC1=C(C(=O)NC=2SC=CN2)C=CC(=C1)C(F)(F)F